C(#N)N(C(C1=CC=CC=C1)=O)C1=C(C=CC=C1)C(=C)C N-cyano-N-(2-(prop-1-en-2-yl)phenyl)benzamide